2-(1-((6-(5-((((3-fluoro-3-methylbutyl)(methyl)carbamoyl)oxy)methyl)-1-methyl-1H-1,2,3-triazol-4-yl)-2-methylpyridin-3-yl)ethynyl)cyclopropyl)acetic acid FC(CCN(C(=O)OCC1=C(N=NN1C)C1=CC=C(C(=N1)C)C#CC1(CC1)CC(=O)O)C)(C)C